2-(3,4-dihydroxyphenyl)-5,7-dihydroxybenzofuran-4-one OC=1C=C(C=CC1O)C1OC=2C(=C1)C(C(=CC2O)O)=O